C(CCCCCCC\C=C/CCCCCCCC)(=O)NCCCN(C)C oleamidopropyl-dimethyl-amine